N1=CN=C(C2=C1SC1=C2CCCCC1)NN=CC=1C=C2C=CNC2=CC1 1H-indole-5-carbaldehyde 6,7,8,9-tetrahydro-5H-cyclohepta[4,5]thieno[2,3-d]pyrimidin-4-ylhydrazone